3-(3-methyl-3-(4-(trifluoromethyl)phenyl)but-1-en-1-yl)pyrrolidine-1-carboxylic acid tert-butyl ester C(C)(C)(C)OC(=O)N1CC(CC1)C=CC(C)(C1=CC=C(C=C1)C(F)(F)F)C